3-(4-((4-(((3-hydroxyadamantan-1-yl)amino)methyl)benzyl)thio)-1-oxoisoindolin-2-yl)piperidine-2,6-dione OC12CC3(CC(CC(C1)C3)C2)NCC2=CC=C(CSC3=C1CN(C(C1=CC=C3)=O)C3C(NC(CC3)=O)=O)C=C2